ClC=1C=C(C=CC1)C=1C=C(C=CC1)C1=CC(=CC=C1)C1=NC(=NC(=C1)C1=CC=CC=C1)C1=CC=CC=C1 4-(3''-chloro-[1,1':3',1''-terphenyl]-3-yl)-2,6-diphenylpyrimidine